1,3-bis(3-methacryloxypropyl) tetrakis(trimethylsiloxy)-disiloxane tetrakis-methylene-3-(laurylthio)propionate C=C(C(C(SCCC(=O)O)=C)=C)CCCCCCCCC=C.C(C(=C)C)(=O)OCCC[Si](O[Si](CCCOC(C(=C)C)=O)(O[Si](C)(C)C)O[Si](C)(C)C)(O[Si](C)(C)C)O[Si](C)(C)C